ClC=1C=C2C=NC(=NC2=CC1C1CCN(CC1)C1COC(C1)(C)C)NC=1C=NN(C1C)C1CC1 6-chloro-N-(1-cyclopropyl-5-methyl-1H-pyrazol-4-yl)-7-[1-(5,5-dimethyloxolan-3-yl)piperidin-4-yl]quinazolin-2-amine